The molecule is a carboxylic ester-lactam secreted by Mycobacterium tuberculosis which is lipid-soluble and acts as an antigen. It has a role as an antigen. It is a member of 1,3-oxazoles, a carboxylic ester, a lactam and a monocarboxylic acid amide. CCCCCCCCCCCCCCCCC/C=C\\C(=O)NCCCCC(C(=O)OC(C)CC(=O)NC1CCCCNC1=O)NC(=O)C2(COC(=N2)C3=CC=CC=C3O)C